NC=1C=NC=CC1C1=C2CN(C(C2=CC=C1)=O)C=1C=CC=C2C(=CNC12)C1=NC(=NC=C1C)NC1=NN(C(=C1)C)C 4-(3-aminopyridin-4-yl)-2-(3-(2-((1,5-dimethyl-1H-pyrazol-3-yl)amino)-5-methylpyrimidin-4-yl)-1H-indol-7-yl)isoindolin-1-one